CS(=O)(=O)OC1=CC=C(C=C1)[C@H](C(=O)NP(=O)(OC)OC)SC1=NC(=C(C(=C1C#N)CC)C#N)N(C)C (R)-4-(1-((3,5-dicyano-6-(dimethylamino)-4-ethylpyridin-2-yl)thio)-2-((dimethoxyphosphoryl)amino)-2-oxoethyl)phenyl methanesulfonate